FC1=C(C(=CC=C1)F)C=1N=C(C2=C(N1)CNC2=O)NC=2C=CC(=NC2)CC(=O)NCC 2-(5-((2-(2,6-difluorophenyl)-5-oxo-6,7-dihydro-5H-pyrrolo[3,4-d]pyrimidin-4-yl)amino)pyridin-2-yl)-N-ethylacetamide